FC1=C(C(=C(C2=C(C(=C(C(=C12)F)F)F)F)F)F)[B-](C1=C(C2=C(C(=C(C(=C2C(=C1F)F)F)F)F)F)F)(C1=C(C2=C(C(=C(C(=C2C(=C1F)F)F)F)F)F)F)C1=C(C2=C(C(=C(C(=C2C(=C1F)F)F)F)F)F)F.C[NH+](C1=CC=CC=C1)CCCCCCCCCCCC N-methyl-N-dodecylanilinium tetrakis(perfluoronaphthalen-2-yl)borate